4-(4-((3-(trifluoromethyl)phenyl)sulfonyl)-3,4-dihydro-2H-pyrido[4,3-b][1,4]oxazin-8-yl)-benzonitrile FC(C=1C=C(C=CC1)S(=O)(=O)N1C2=C(OCC1)C(=CN=C2)C2=CC=C(C#N)C=C2)(F)F